N-(3-fluoro-4-(methylsulfonyl)phenyl)-4-(2-methoxypyridin-4-yl)thiazol-2-amine FC=1C=C(C=CC1S(=O)(=O)C)NC=1SC=C(N1)C1=CC(=NC=C1)OC